C(C)C=1C=C(C=C([C@H]([C@H]([C@@H]([C@H](C(O)=CC2=CC(=C(C=C2)CC)CC)O)O)O)O)O)C=CC1CC bis(3,4-diethylbenzylidene)sorbitol